N-((1H-indol-2-yl)methyl)-1-((4-bromo-1,3-dimethyl-1H-pyrazol-5-yl)methyl)-3,3-dimethyl-2-oxoindoline-6-carboxamide N1C(=CC2=CC=CC=C12)CNC(=O)C1=CC=C2C(C(N(C2=C1)CC1=C(C(=NN1C)C)Br)=O)(C)C